(R)-2-(1-benzyl-3,5-dimethyl-2-oxoindol-3-yl)acetic acid C(C1=CC=CC=C1)N1C([C@](C2=CC(=CC=C12)C)(C)CC(=O)O)=O